1,1-bis(2-hydroxyphenyl)decane OC1=C(C=CC=C1)C(CCCCCCCCC)C1=C(C=CC=C1)O